FC=1C=CC(=NC1)\C=N\[S@](=O)C(C)(C)C |o1:9| (NE,R or S)-N-[(5-fluoro-2-pyridyl)methylene]-2-methyl-propane-2-sulfinamide